ClC1=C(C=CC=C1)S(=O)(=O)NC1=CC(=C(C(=C1)C)\C=C\C=1C=NC(=NC1)NC1CCC(CC1)N(C)C)F 2-chloro-N-(4-((E)-2-(2-(((1r,4r)-4-(dimethylamino)cyclohexyl)amino)pyrimidin-5-yl)vinyl)-3-fluoro-5-methylphenyl)benzenesulfonamide